(1R,2S)-2-(((2,4-dimethoxybenzyl)oxy)carbonyl)cyclohexane-1-carboxylic acid COC1=C(COC(=O)[C@@H]2[C@@H](CCCC2)C(=O)O)C=CC(=C1)OC